6-methoxypyridinecarbaldehyde COC1=CC=CC(=N1)C=O